Cl.Cl.N1CC(C1)[C@@H](C)NC1CC1 |r| rac-N-(1-(azetidin-3-yl)ethyl)cyclopropanamine dihydrochloride